SC(CC1=C(C(=C(C(=C1S)S)S)S)S)O hexamercaptobenzeneethanol